1,4-bis{[3-ethyl-3-oxetanyl]methoxymethyl}benzene C(C)C1(COC1)COCC1=CC=C(C=C1)COCC1(COC1)CC